FC1=C(C=C(C=C1)[N+](=O)[O-])CC(=O)O (2-Fluoro-5-nitrophenyl)-acetic acid